(R)-N5-(3,4,5-Trifluorophenyl)-N3-(1,1,1-trifluoropropan-2-yl)-6,7-dihydro-[1,2,3]triazolo[1,5-a]pyrazine-3,5(4H)-dicarboxamide FC=1C=C(C=C(C1F)F)NC(=O)N1CC=2N(CC1)N=NC2C(=O)N[C@@H](C(F)(F)F)C